CN(S(=O)(=O)NC(C)CC1=CC=CC=C1)C (N,N-dimethylsulfamoyl)amphetamine